1-nonadecanoyl-2-dodecanoyl-glycero-3-phosphoserine C(CCCCCCCCCCCCCCCCCC)(=O)OCC(OC(CCCCCCCCCCC)=O)COP(=O)(O)OC[C@H](N)C(=O)O